(2S,Z)-1-(3'-cyano-2'-methyl-[1,1'-biphenyl]-4-carbonyl)-N-(2-hydroxy-2-phenylethyl)-4-(methoxyimino)pyrrolidine-2-carboxamide C(#N)C=1C(=C(C=CC1)C1=CC=C(C=C1)C(=O)N1[C@@H](C/C(/C1)=N/OC)C(=O)NCC(C1=CC=CC=C1)O)C